C(CCCCCCC)C1(C2=CC(=CC=C2C2=CC=C(C(=C12)Br)Br)Br)CCCCCCCC (9,9-di-n-octylfluorenyl-2,7-diyl) bromide